CCCCCCCCCCCCC.[K] potassium tridecane